(S)-1,2-Propanediol C([C@H](C)O)O